C(#N)C=1C=C(COC2=CC=3C4=C(NC3C=C2)C(CC4)CC(=O)O)C=CC1OC(F)(F)F 2-(7-(3-cyano-4-(trifluoromethoxy)benzyloxy)-1,2,3,4-tetrahydrocyclopenta[b]indol-3-yl)acetic acid